tetrahydro-2-[(8Z,11Z)-8,11-tetradecadien-3-yn-1-yloxy]-2H-pyran C(CC#CCCC\C=C/C\C=C/CC)OC1OCCCC1